N-(4-(furan-3-yl)-2-methoxyphenyl)-7-methylquinolin-4-amine O1C=C(C=C1)C1=CC(=C(C=C1)NC1=CC=NC2=CC(=CC=C12)C)OC